OCCOC(CCCCCCCCCCC(CCCCCC)O)=O 2-Hydroxyethyl-12-Hydroxyoctadecanoate